diazatricyclo[3.3.1.02,4]nonane bis(2,2,2-trifluoroacetate) FC(C(=O)O)(F)F.FC(C(=O)O)(F)F.N12N3CC3C(CCC1)C2